N2-((1R,3s,5S)-9-(ethylsulfonyl)-9-azabicyclo[3.3.1]nonan-3-yl)-N2-methyl-N4-(5-methyl-1H-pyrazol-3-yl)-6-(oxetan-3-yloxy)pyrimidine-2,4-diamine C(C)S(=O)(=O)N1[C@H]2CC(C[C@@H]1CCC2)N(C2=NC(=CC(=N2)NC2=NNC(=C2)C)OC2COC2)C